C1N(CC12CCNCC2)C2=NOC(=C2)[C@H](C(=O)N2[C@@H](C[C@H](C2)O)C(=O)N[C@@H](C)C2=CC=C(C=C2)C2=C(C=CC=C2F)F)C(C)C (2S,4R)-1-((R)-2-(3-(2,7-diazaspiro[3.5]nonan-2-yl)isoxazol-5-yl)-3-methylbutanoyl)-N-((S)-1-(2',6'-difluoro-[1,1'-biphenyl]-4-yl)ethyl)-4-hydroxypyrrolidine-2-carboxamide